3-amino-3-keto-propanesulfonic acid sodium salt [Na+].NC(CCS(=O)(=O)[O-])=O